5-(2,2-difluoroethyl)-4,6-dimethoxypyrimidin-2-ylamine FC(CC=1C(=NC(=NC1OC)N)OC)F